COC(C1=CN=C(C(=C1N)F)Cl)=O 4-amino-6-chloro-5-fluoro-nicotinic acid methyl ester